6-(4-chlorophenyl)-3-oxo-2-phenyl-2,3,4,5-tetrahydropyridazine-4-carboxylic acid methyl ester COC(=O)C1C(N(N=C(C1)C1=CC=C(C=C1)Cl)C1=CC=CC=C1)=O